CC[C@H](C)C(=O)CC(C)C1CC1C[C@H]([C@@H](CC)C(=O)[O-])O The molecule is the conjugate base of ketomycolic acid type-1 (XI). A class of mycolic acids characterized by the presence of a proximal trans-cyclopropyl group followed by a distal oxo group and a (CH-CH3) fragment of (S) stereochemistry in the meromycolic chain.